Racemic-N-(1-(6,7-difluoro-1-oxo-1,2-dihydroisoquinolin-4-yl)ethyl)-N,1-dimethyl-1H-indole-6-carboxamide FC=1C=C2C(=CNC(C2=CC1F)=O)[C@@H](C)N(C(=O)C1=CC=C2C=CN(C2=C1)C)C |r|